FC1=C2C=C(NC2=CC(=C1)F)C(=O)N([C@@H](CC(C)C)C(=O)N1C[C@@]2(C(NC3(CC3)CC2)=O)C[C@H]1C(=O)N)C (6S,9S)-8-(N-(4,6-difluoro-1H-indole-2-carbonyl)-N-methyl-L-leucyl)-5-oxo-4,8-diazadispiro[2.2.46.23]dodecane-9-carboxamide